FC(CN1C(C2=CC=CC=C2C1=O)=O)([C@@H](C1=CC=C(C=C1)F)F)F (R)-2-(2,2,3-trifluoro-3-(4-fluorophenyl)propyl)isoindoline-1,3-dione